methyl 4-{3-[(3,5-difluorophenyl)methoxy]-5-(3-hydroxy-1-methylazetidin-3-yl)pyridin-2-yl}-5-methylthiophene-2-carboxylate FC=1C=C(C=C(C1)F)COC=1C(=NC=C(C1)C1(CN(C1)C)O)C=1C=C(SC1C)C(=O)OC